4-chloro-2-(methylsulfonyl)-6-(thiophen-2-yl)pyrimidine ClC1=NC(=NC(=C1)C=1SC=CC1)S(=O)(=O)C